FC1=CC=C(C=C1)C1=CC=C(C=C1)C1=NN(C=C1C=O)C1=CC=CC=C1 (4'-fluoro-[1,1'-biphenyl]-4-yl)-1-phenyl-1H-pyrazole-4-carbaldehyde